1-isopropyl-2-methyl-6-(5-((4-methylpiperazin-1-yl)methyl)-1H-pyrrolo[2,3-b]pyridin-3-yl)-1H-imidazo[4,5-c]pyridine C(C)(C)N1C(=NC=2C=NC(=CC21)C2=CNC1=NC=C(C=C12)CN1CCN(CC1)C)C